(2,4-dimethyl-5-(3,4,6,7-tetrahydropyrano[3,4-d]imidazol-2-yl)phenyl)(4-(p-tolyl)piperidin-1-yl)methanone CC1=C(C=C(C(=C1)C)C1=NC2=C(N1)COCC2)C(=O)N2CCC(CC2)C2=CC=C(C=C2)C